N-(4-fluorobenzyl)-7-isobutyl-1-isopentyl-5-oxooctahydro-3aH-3,6-methanopyrrolo[3,2-b]pyridine-3a-carboxamide FC1=CC=C(CNC(=O)C23NC(C4C(C2N(CC3C4)CCC(C)C)CC(C)C)=O)C=C1